6-[3-(6-fluoro-2-pyridyl)-7,8-dihydro-5H-1,6-naphthyridin-6-yl]-5-methyl-pyridine-3-carbonitrile FC1=CC=CC(=N1)C=1C=NC=2CCN(CC2C1)C1=C(C=C(C=N1)C#N)C